OCCCCN1C[C@H](CC1)N1C[C@@H]2N(O[C@@H](C(N2[C@H](C1=O)CC(C)(C)C)=O)CC(C)C)C(\C=C\C1=NC(=NC=C1)SC)=O (3R,6S,9aS)-8-((S)-1-(4-hydroxybutyl)pyrrolidin-3-yl)-3-isobutyl-1-((E)-3-(2-(methylthio)pyrimidin-4-yl)acryloyl)-6-neopentyltetrahydropyrazino[2,1-c][1,2,4]oxadiazine-4,7(3H,6H)-dione